FC(C1=CC=C(CC=2OCCN2)C=C1)(F)F 2-(4-trifluoromethylbenzyl)-4,5-dihydrooxazole